ClC1=C(C=C(C=C1)C#N)C=1C=C2C(=NN(C2=CC1)C(C1=CC=CC=C1)(C1=CC=CC=C1)C1=CC=CC=C1)NC(=O)[C@H]1CN(CCC1)C(=O)OC(C)Cl 1-Chloroethyl (3R)-3-{[5-(2-chloro-5-cyanophenyl)-1-trityl-1H-indazol-3-yl]carbamoyl}piperidine-1-carboxylate